FC1=CC=C(C=C1)[C@@H]1OCC2=CC(=CC=C2[C@@H]1C1=CC=C(C=C1)N1CCC(CC1)C=O)O 1-(4-((3R,4S)-3-(4-fluorophenyl)-7-hydroxyisochroman-4-yl)phenyl)piperidine-4-carbaldehyde